FC1(CN(C1)C1=CC=C(C=C1)C1=CN=C(O1)NC=1C=CC(=NC1)C(N)=NO)F 5-((5-(4-(3,3-difluoroazetidin-1-yl)phenyl)oxazol-2-yl)amino)-N'-hydroxypicolinimidamide